tert-butyldiphenyl-((2-(prop-2-yn-1-yl)hex-4-yn-1-yl)oxy)silane C(C)(C)(C)[Si](OCC(CC#CC)CC#C)(C1=CC=CC=C1)C1=CC=CC=C1